CC=1OC(=C(N1)CN1CCC(CC1)C=1C(=C2CN(C(C2=CC1F)=O)C1C(NC(CC1)=O)=O)F)C 3-(5-(1-((2,5-dimethyloxazol-4-yl)methyl)piperidin-4-yl)-4,6-difluoro-1-oxoisoindolin-2-yl)piperidine-2,6-dione